(3-chloro-2,4-dimethyl-5,7-dihydropyrrolo[3,4-b]pyridin-6-yl)-[(3R)-(5-cyclopropyl-3-pyridyl)pyrrolidin-3-yl]methanone ClC=1C(=C2C(=NC1C)CN(C2)C(=O)[C@H]2CN(CC2)C=2C=NC=C(C2)C2CC2)C